2-fluoro-N-(4-((2-(2-fluorophenyl)pyridin-4-yl)amino)-7-(3-methoxyazetidin-1-yl)quinazolin-6-yl)acrylamide FC(C(=O)NC=1C=C2C(=NC=NC2=CC1N1CC(C1)OC)NC1=CC(=NC=C1)C1=C(C=CC=C1)F)=C